BrC(C(Br)O)O dibromoethylene glycol